6-(5-((1R,4S)-4-(3,4-dimethoxyphenyl)hexahydrofuro[3,4-c]furan-1-yl)-2-methoxyphenoxy)-3,4,5-trihydroxymethyl-2H-pyran-2-carboxylic acid COC=1C=C(C=CC1OC)[C@@H]1C2C(CO1)[C@@H](OC2)C=2C=CC(=C(OC1=C(C(=C(C(O1)C(=O)O)CO)CO)CO)C2)OC